N-trifluoromethylsulfonyl-L-proline FC(S(=O)(=O)N1[C@@H](CCC1)C(=O)O)(F)F